(R)-4-(4-isopropylpyrazolo[1,5-a]pyridin-2-yl)-5-(5-(trifluoromethyl)pyridin-2-yl)-4,5,6,7-tetrahydro-1H-imidazo[4,5-c]pyridine C(C)(C)C=1C=2N(C=CC1)N=C(C2)[C@@H]2N(CCC1=C2N=CN1)C1=NC=C(C=C1)C(F)(F)F